C(C)(=O)N1CC2(C1)CCC(CC2)N2CC1=C(C=C(C=C1CC2)C(=O)OC)F methyl 2-(2-acetyl-2-azaspiro[3.5]nonan-7-yl)-8-fluoro-3,4-dihydro-1H-isoquinoline-6-carboxylate